BrC=1C(=NC=2N(C1Cl)N=CN2)C 6-bromo-7-chloro-5-methyl-[1,2,4]triazolo[1,5-a]pyrimidine